C(CCC\C=C\CCCC)O E-5-Decene-1-ol